2-(2-benzyloxyethoxy)ethanesulfonamide C(C1=CC=CC=C1)OCCOCCS(=O)(=O)N